C(C)(C)(C)OC(NCCC(=O)NC=1N=CC2=C(C=C(C=C2C1)C=1C=NC=CC1C)Cl)=O 3-(8-chloro-6-(4-methylpyridin-3-yl)isoquinolin-3-ylamino)-3-oxopropyl-carbamic acid tert-butyl ester